CN(C(=O)C1OCOC1C(=O)N(C)C)C 4,5-bis(dimethylaminocarbonyl)-1,3-dioxolane